(1R,3S)-3-(1-(tert-butyl)-5-((6-cyanopyridazin-3-yl)amino)-1H-pyrazol-3-yl)cyclopentyl ((S)-sec-butyl)carbamate [C@H](C)(CC)NC(O[C@H]1C[C@H](CC1)C1=NN(C(=C1)NC=1N=NC(=CC1)C#N)C(C)(C)C)=O